C1(CC1)C1=NOC(=C1)C1=NNC(=C1)N 3-(3-cyclopropyl-isoxazol-5-yl)-1H-pyrazol-5-amine